(-)-6-{[(trans,trans)-4-[3-(2-methoxyethoxy)phenyl]-2-methylpiperidin-3-yl]methoxy}-2,3-dihydro-1H-isoindol-1-one COCCOC=1C=C(C=CC1)C1C(C(NCC1)C)COC1=CC=C2CNC(C2=C1)=O